5-[4-{[(1R,2R,4R)-Bicyclo[2.2.1]heptan-2-yl]amino}-3-(trifluoromethyl)phenyl]-3,6-dihydro-2H-1,3,4-oxadiazin-2-on [C@@H]12[C@@H](C[C@H](CC1)C2)NC2=C(C=C(C=C2)C2=NNC(OC2)=O)C(F)(F)F